isopropyl cis-2-(3-(1-methyl-1H-indazol-5-yl)benzyl)-3-((methylsulfonyl)amino)piperidine-1-carboxylate CN1N=CC2=CC(=CC=C12)C=1C=C(C[C@@H]2N(CCC[C@@H]2NS(=O)(=O)C)C(=O)OC(C)C)C=CC1